FC(CN1C(=NC=2C1=NC(=CC2)C=2C=CN1N=C(N=C(C12)NC)N[C@H]1C(CN(CC1)CC)(F)F)C)F (R)-5-(3-(2,2-Difluoroethyl)-2-methyl-3H-imidazo[4,5-b]pyridin-5-yl)-N2-(1-ethyl-3,3-difluoropiperidin-4-yl)-N4-methylpyrrolo[2,1-f][1,2,4]triazine-2,4-diamine